(4R)-N-{(1R)-1-[4-(1-ethyl-1H-pyrazol-5-yl)phenyl]-2-hydroxyethyl}-4-hydroxy-L-prolineamide C(C)N1N=CC=C1C1=CC=C(C=C1)[C@H](CO)NC([C@H]1NC[C@@H](C1)O)=O